ClC=1C=C(C=C(C1)F)NC1=NC=C(C(=N1)NC1=CC=C2CCNCC2=C1)C=1C=NN(C1)CCC N2-(3-chloro-5-fluorophenyl)-5-(1-propyl-1H-pyrazol-4-yl)-N4-(1,2,3,4-tetrahydroisoquinolin-7-yl)pyrimidine-2,4-diamine